1,5-anhydro-2-O-(tert-butyl(dimethyl)silyl)-3,4-dideoxy-3-(6-(3-fluoro-4-(methylcarbamoyl)benzyl)-7,8-dimethyl-4-oxoquinazolin-3(4H)-yl)-L-threo-pentitol [Si](C)(C)(C(C)(C)C)O[C@H]1COCC[C@@H]1N1C=NC2=C(C(=C(C=C2C1=O)CC1=CC(=C(C=C1)C(NC)=O)F)C)C